CC(C[C@@H](C(=O)N[C@H](C(=O)N[C@H](C(=O)[C@@]1(OC1)C)CC(C)C)CC1=CC=CC=C1)NC[C@H](CCC1=CC=CC=C1)NC(CN1CCOCC1)=O)C (S)-4-methyl-N-((S)-1-(((S)-4-methyl-1-((R)-2-methyloxiran-2-yl)-1-oxopentan-2-yl)amino)-1-oxo-3-phenylpropan-2-yl)-2-((S)-2-(2-(N-morpholinyl)acetamido)-4-phenylbutylamino)pentanamide